tert-butyl 7-(4-chloro-3-cyano-7,7-dimethyl-5,8-dihydropyrano[4,3-b]pyridin-2-yl)-2,7-diazaspiro[3.4]octane-2-carboxylate ClC1=C2C(=NC(=C1C#N)N1CCC3(CN(C3)C(=O)OC(C)(C)C)C1)CC(OC2)(C)C